CNC(=O)C1=CC=2C=NC=CC2O1 N-methylfuro[3,2-c]Pyridine-2-carboxamide